4-[2-(Dimethylamino)ethoxylanilino]-5-(methylamino)-6-(3-methylimidazo[4,5-c]pyridin-7-yl)pyrazine-2-carboxamide CN(CCON(C1=CC=CC=C1)N1CC(=NC(=C1NC)C=1C2=C(C=NC1)N(C=N2)C)C(=O)N)C